ClCCOC(CC1(C(N2C(C=3C=CC=CC13)=CC=1C(=CC(=CC12)C)C)=O)C)=O 2-chloroethyl-2-(5,9,11-trimethyl-6-oxo-5,6-dihydroindolo[2,1-a]isoquinolin-5-yl)acetate